(4S,5R)-methyl-5-(2-nitrophenyl)-2,2-dimethyl-1,3-dioxolane-4-carboxylate COC(=O)[C@H]1OC(O[C@@H]1C1=C(C=CC=C1)[N+](=O)[O-])(C)C